2-(2,4-dihydroxyphenyl)-3,7-dihydroxy-3,8-bis(3-methylbutan-2-en-1-yl)-4H-chromen-4-one OC1=C(C=CC(=C1)O)C1OC2=C(C(=CC=C2C(C1(CC=C(C)C)O)=O)O)CC=C(C)C